FC1(CCN(CCC1)C1=NC(=NC=C1C(=O)NC1=CC(=NC=C1)S(N)(=O)=O)C)F 4-(4,4-difluoroazepan-1-yl)-2-methyl-N-(2-sulfamoylpyridin-4-yl)pyrimidine-5-carboxamide